7-(1-aminoethyl)-6-bromo-3-methyl-5H-thiazolo[3,2-a]pyrimidin-5-one hydrochloride salt Cl.NC(C)C=1N=C2N(C(C1Br)=O)C(=CS2)C